(1-adamantyl)-N-(3-methyl-1H-indazol-6-yl)acetamide C12(CC3CC(CC(C1)C3)C2)CC(=O)NC2=CC=C3C(=NNC3=C2)C